C1(C(C(C(CCC1)C(=O)O)C(=O)O)C(=O)O)C(=O)O 1,2,3,4-cycloheptanetetracarboxylic acid